O=C1C(=C(C=NN1COCC[Si](C)(C)C)OC(CO[C@H](CC(=O)N1CCN(CC1)C1=CC=C(C=N1)C#N)C)C)C(F)(F)F (S)-6-(4-[3-[2-[[6-Oxo-5-(trifluoromethyl)-1-[[2-(trimethylsilyl)ethoxy]methyl]-1,6-dihydropyridazin-4-yl]oxy]propoxy]butanoyl]piperazin-1-yl)pyridine-3-carbonitrile